N-[(4-methylcyclohex-1,3-dien-1-yl)methylene]hydroxylamine CC1=CC=C(CC1)C=NO